2-methyl-6-(morpholine-4-carbonyl)quinolin-8-yl trifluoromethane-sulfonate FC(S(=O)(=O)OC=1C=C(C=C2C=CC(=NC12)C)C(=O)N1CCOCC1)(F)F